(4-fluorophenyl)-1-butanone FC1=CC=C(C=C1)C(CCC)=O